((4-fluoro-1-(2-fluorobenzyl)piperidin-4-yl)methyl)-5-(piperidin-4-yl)-2,3-dihydro-1H-inden-1-one FC1(CCN(CC1)CC1=C(C=CC=C1)F)CC1C(C2=CC=C(C=C2C1)C1CCNCC1)=O